C(C)OC(=O)C1=CC=C(C=C1)N1C(=O)N(C(=O)CC1=O)C1=CC=C(C=C1)C(=O)OCC 1,3-bis(p-ethoxycarbonylphenyl)barbituric acid